Cl[Au](Cl)Cl trichlorogold